O=S1(CCC(CC1)N1N=CC(=C1)N)=O 1-(1,1-dioxothian-4-yl)pyrazol-4-amine